ClC=1C=C(C=C2C(=NC=NC12)NC(C)C=1N(N=CN1)C1=NC=C(C=C1)OC(F)F)C(F)(F)F 8-chloro-N-[1-[2-[5-(difluoromethoxy)-2-pyridyl]-1,2,4-triazol-3-yl]ethyl]-6-(trifluoromethyl)quinazolin-4-amine